CSC1=CC=C(C=C1)[Mg]Br (4-(methylthio)phenyl)magnesium bromide